FC1=CC=C2COCCS(N3CCN(C=4C=CC=C(C5=NNC6=CN=C(C1=C2)C=C56)C4)CC3)(=O)=O 19-fluoro-14-oxa-11lambda6-thia-7,10,22,25,26-pentaazahexacyclo[19.5.2.27,10.12,6.116,20.024,27]dotriaconta-1(26),2,4,6(32),16,18,20(29),21,23,27-decaene-11,11-dione